4-(2-(((S)-(6-methoxypyridin-2-yl)((R)-1,2,3,4-tetrahydropyrido[2,3-b]pyrazin-3-yl)methyl)amino)ethyl)benzonitrile COC1=CC=CC(=N1)[C@H]([C@H]1CNC2=C(N1)N=CC=C2)NCCC2=CC=C(C#N)C=C2